FC(C(C(C(C(F)(F)OC(C(=C)C)=O)(F)F)(F)F)(F)F)(CCC(F)(F)F)F.FC(C(C(C(C(F)(F)OC(C=C)=O)(F)F)(F)F)(F)F)(CCC(F)(F)F)F.C(CCCCCCCCCCCC)OC(C(=C)C)=O.CO[Si](CCCC[Si](OC)(OC)OC)(OC)OC 1,4-bis(trimethoxysilyl)butane tridecyl-methacrylate tridecafluorooctyl-acrylate tridecafluorooctyl-methacrylate